FC1=C(C=C(C=C1)OC(F)(F)F)C(CC)N1C[C@@H](N(C[C@H]1C)C1=CC(N(C=2C=CC(=NC12)C#N)C)=O)C 8-((2S,5R)-4-(1-(2-fluoro-5-(trifluoromethoxy)phenyl)propyl)-2,5-dimethylpiperazin-1-yl)-5-methyl-6-oxo-5,6-dihydro-1,5-naphthyridine-2-carbonitrile